COC1=CC=C(C=N1)NC([C@@H](C)N(C=1C2=C(N=C(N1)C1=NC=CC(=C1)OC1COC1)CCC2)C)=O (2R)-N-(6-methoxypyridin-3-yl)-2-[methyl({2-[4-(oxetan-3-yloxy)pyridin-2-yl]-5H,6H,7H-cyclopenta[d]pyrimidin-4-yl})amino]propanamide